OC1=C(C=O)C(=CC=C1)OCC=1C(=NC=CC1)N1CCN(CCC1)C 2-hydroxy-6-((2-(4-methyl-1,4-diazepan-1-yl)pyridin-3-yl)methoxy)benzaldehyde